1-(5-amino-3-pyridyl)pyrrolidin-2-one NC=1C=C(C=NC1)N1C(CCC1)=O